N-(5-((6-((R)-3-(2,5-difluorophenyl)isoxazolidine-2-yl)pyrimidine-4-yl)amino)-2-(4-(dimethylamino)-(1,4'-bipiperidine)-1'-yl)-4-methoxyphenyl)acrylamide FC1=C(C=C(C=C1)F)[C@@H]1N(OCC1)C1=CC(=NC=N1)NC=1C(=CC(=C(C1)NC(C=C)=O)N1CCC(CC1)N1CCC(CC1)N(C)C)OC